(4-bromophenoxy)methyl-6-(methoxymethyl)-1,4-dioxane BrC1=CC=C(OCC2OC(COC2)COC)C=C1